5-bromo-1-(toluene-4-sulfonyl)-3-vinyl-1H-pyrrolo[2,3-b]Pyridine BrC=1C=C2C(=NC1)N(C=C2C=C)S(=O)(=O)C2=CC=C(C)C=C2